CN1C(N(C2=NC(=NC=C12)NC=1C=C2C=CC=NC2=CC1C)C1CCNCC1)=O 7-Methyl-2-((7-methylchinolin-6-yl)amino)-9-(piperidin-4-yl)-7,9-dihydro-8H-purin-8-on